C12(CCC(C1)C2)N2C[C@H](N(S(C1=C2C=C(C(=C1)O\C=C(\C(=O)OCC)/F)SC)(=O)=O)C)C1CCCC1 ethyl (R,Z)-3-((5-(bicyclo[2.1.1]hexan-1-yl)-3-cyclopentyl-2-methyl-7-(methylthio)-1,1-dioxido-2,3,4,5-tetrahydrobenzo[f][1,2,5]thiadiazepin-8-yl)oxy)-2-fluoroacrylate